heptadecafluorooctadecane FC(C(C(C(C(C(C(C(F)(F)F)(F)F)(F)F)(F)F)(F)F)(F)F)(F)F)(CCCCCCCCCC)F